FC=1C(=C2C(=NC1)N=C(N2)C(=O)N2[C@@H](C=1C=CC=NC1CC2)C)C (R)-(6-Fluoro-7-methyl-1H-imidazo[4,5-b]pyridin-2-yl)(5-methyl-7,8-dihydro-1,6-naphthyridin-6(5H)-yl)methanone